bromo-8-cyclopropyl-7,8-dihydropyrido[2',3':4,5]pyrrolo[1,2-a]pyrazin-9(6H)-one BrC=1C=CC2=C(C=C3N2CCN(C3=O)C3CC3)N1